(3aS,5S,6aR)-2-((S)-2-(3,5-difluoro-4-hydroxyphenyl)-2-hydroxyethyl)-5-(2-fluorophenoxy)hexahydrocyclopenta[c]pyrrol-3a(1H)-ol FC=1C=C(C=C(C1O)F)[C@@H](CN1C[C@@H]2[C@](C1)(C[C@H](C2)OC2=C(C=CC=C2)F)O)O